2-Chloro-8-((1r,3r)-3-methoxycyclobutoxy)-4-methyl-1,5-naphthyridine ClC1=NC2=C(C=CN=C2C(=C1)C)OC1CC(C1)OC